FC1=C(C2=C(C(=C(C(=C2C(=C1F)F)F)F)F)F)S(=O)(=O)[O-] perfluoronaphthalenesulfonate